F[As-](F)(F)(F)(F)F.C(C)OC1=CC=C(C=C1)C(S[PH3+])C1=CC=C(C=C1)OCC bis-(4-ethoxyphenyl)methylthiophosphonium hexafluoroarsenate